C(C=C)C1=C(C=O)C=CC=C1OCC1=CC=CC=C1 2-(allyl)-3-(benzyloxy)benzaldehyde